C1C(CC2=CC=CC=C12)NC1=NC=C(C=N1)C(=O)NN 2-((2,3-dihydro-1H-inden-2-yl)amino)pyrimidine-5-carbohydrazide